Cl[C@@H]1C[C@@]2(CCCN2C1)COC=1N=CC2=C(N1)C(=C(N=C2N(C)[C@H]2[C@@H](C2)OC)C2=CC=CC1=CC=C(C(=C21)C#C)F)F 4-(2-(((2R,7aS)-2-chlorotetrahydro-1H-pyrrolizin-7a(5H)-yl)methoxy)-8-fluoro-5-(((1R,2R)-2-methoxycyclopropyl)(methyl)amino)pyrido[4,3-d]pyrimidin-7-yl)-5-ethynyl-6-fluoronaphthalen